NC=1C=2O[C@@H](C3=CC(=CC=C3C=3N=CC=CC3CC3=NN(C(=C3C(=CN1)C2)C#N)C)F)C (20R)-23-amino-17-fluoro-4,20-dimethyl-21-oxa-4,5,12,24-tetraazapentacyclo[20.3.1.02,6.08,13.014,19]hexacosa-1(25),2,5,8(13),9,11,14,16,18,22(26),23-undecaene-3-carbonitrile